FC=1C=2N(C=C(C1)NC(=O)C=1C=CC(=C3C=NC(=NC13)S(=O)C)N1C[C@H](N([C@H](C1)C)C(=O)OC(C)(C)C)C)C=C(N2)C tert-butyl (2R,6S)-4-[8-[(8-fluoro-2-methyl-imidazo[1,2-a]pyridin-6-yl)-carbamoyl]-2-methylsulfinyl-quinazolin-5-yl]-2,6-dimethyl-piperazine-1-carboxylate